1H-PYRAZOLO[3,4-B]PYRIDINE-5-BORONIC ACID N1N=CC=2C1=NC=C(C2)B(O)O